ClC1=C2C(=CC=NC2=CC(=C1)[N+](=O)[O-])N1CCC(CC1)(F)F 5-Chloro-4-(4,4-difluoropiperidin-1-yl)-7-nitroquinolin